(S)-4-(3-cyclobutyl-1-tosyl-1H-pyrrolo[3,2-c]pyridin-4-yl)-3-methylpiperazine-1-carboxylic acid tert-butyl ester C(C)(C)(C)OC(=O)N1C[C@@H](N(CC1)C1=NC=CC2=C1C(=CN2S(=O)(=O)C2=CC=C(C)C=C2)C2CCC2)C